[I-].CC1SC=CN1C 2,3-dimethylthiazole iodide salt